C1CCC12CCN(CC2)C(=O)[O-] 7-azaspiro[3.5]nonan-7-carboxylate